C(CCC)NC[C@H](O)C1=CC=C(C=C1)F (R)-2-(butylamino)-1-(4-fluorophenyl)ethan-1-ol